C(C)(C)(C)OC(=O)N1C[C@@H](OCC1)COC=1C=C(C(=C(C(=O)O)C1)F)C=1SC(=CN1)C (R)-5-((4-(tert-butoxycarbonyl)morpholin-2-yl)methoxy)-2-fluoro-3-(5-methylthiazol-2-yl)benzoic acid